oxo-bis(2-methyl-8-hydroxyquinoline) O(C=1C(=NC2=C(C=CC=C2C1)O)C)C=1C(=NC2=C(C=CC=C2C1)O)C